C(C)C1=CC=C(C=C1)[C@H](C)[NH-] (S)-N-(1-(p-ethylphenyl)ethyl)-amide